O1C(=CC=C1)CNCCO[C@H]1O[C@@H]2O[C@]3(OO[C@@]24[C@H]([C@@H](CC[C@H]4[C@H]1C)C)CC3)C (Furan-2-ylmethyl)(2-{[(1S,3R,5S,6R,7S,10R,11S,12R)-1,6,10-trimethyl-2,4,13,14-tetraoxatetracyclo[9.3.2.03,12.07,12]hexadecan-5-yl]oxy}ethyl)amine